FC(C1=NN=C(S1)C1=NC=C2N1C=C(C=C2N2CCN(CC2)C(=O)[C@@H]2N(CC2)C)S(=O)(=O)NC2(CC2)C)F (R)-3-(5-(difluoromethyl)-1,3,4-thiadiazol-2-yl)-8-(4-(1-methylazetidine-2-carbonyl)piperazin-1-yl)-N-(1-methylcyclopropyl)imidazo[1,5-a]pyridine-6-sulfonamide